CC(C(=O)O)(C)C1C=2C=CC=3CCN(C(C=4C=CC(CCCCCN5N=NC6=C5C=CC1=C6C)=CC4)=O)CC3C2 2-methyl-2-[32-methyl-20-oxo-8,9,10,21-tetrazahexacyclo[19.5.3.216,19.13,7.06,10.024,28]dotriaconta-1(27),3(32),4,6,8,16(31),17,19(30),24(28),25-decaen-2-yl]propanoic acid